(S)-6-(3-methyl-1H-pyrrolo[2,3-b]pyridin-5-yl)-2-phenyl-8-(pyrrolidin-2-yl)-1,2,3,4-tetrahydroisoquinoline CC1=CNC2=NC=C(C=C21)C=2C=C1CCN(CC1=C(C2)[C@H]2NCCC2)C2=CC=CC=C2